2-(2,6-diisopropyl-4-(1H-pyrazol-1-yl)phenyl)acetic acid tert-butyl ester C(C)(C)(C)OC(CC1=C(C=C(C=C1C(C)C)N1N=CC=C1)C(C)C)=O